BrC=1C=C2CCN(C2=CC1)CCOC 5-bromo-1-(2-methoxyethyl)-indoline